4-{(S)-2-[2-(3-Chlorothiophen-2-yl)thiazol-4-yl]-2-[(S)-2-(methoxycarbonylamino)-3-phenylpropanamido]ethyl}phenylsulfamic acid ClC1=C(SC=C1)C=1SC=C(N1)[C@H](CC1=CC=C(C=C1)NS(O)(=O)=O)NC([C@H](CC1=CC=CC=C1)NC(=O)OC)=O